methyl 4-amino-1-(1-methyl-1H-pyrazol-4-yl)-2-oxo-7-(trifluoromethyl)-1,2-dihydroquinoline-3-carboxylate NC1=C(C(N(C2=CC(=CC=C12)C(F)(F)F)C=1C=NN(C1)C)=O)C(=O)OC